Ethyl 1-((trans)-4-(4-amino-3-iodo-1H-pyrazolo[3,4-d]pyrimidin-1-yl)cyclohexyl)-1H-pyrazole-4-carboxylate NC1=C2C(=NC=N1)N(N=C2I)[C@@H]2CC[C@H](CC2)N2N=CC(=C2)C(=O)OCC